C(C)(=O)N1CCC(CC1)C1=NN(C=2C=CC=C(C12)C1=C(C=C2C=NN(C2=C1)C)F)CC(=O)NCC(=O)NCC(=O)O 2-(2-{2-[3-(1-acetylpiperidin-4-yl)-5'-fluoro-1'-methyl-1H,1'H-[4,6'-biindazol]-1-yl]acetamido}acetamido)acetic acid